C(C)N(CC)C=1C(=C(C=O)C=CC1)O (diethylamino)-2-hydroxybenzaldehyde